N-(5-(5-(((1R,5S,7s)-3-oxa-9-azabicyclo[3.3.1]nonan-7-yl)oxy)-2-methylpyridin-4-yl)pyrazolo[1,5-c]pyrimidin-2-yl)cyclopropanecarboxamide [C@H]12COC[C@H](CC(C1)OC=1C(=CC(=NC1)C)C1=CC=3N(C=N1)N=C(C3)NC(=O)C3CC3)N2